C[C@H](CCC(=C)C(C)C)[C@H]1CC[C@@H]2[C@@]1(CC[C@H]3[C@H]2CCC4=C3C=CC(=C4)O)C The molecule is a 3-hydroxy steroid that is 24-methylene-19-norcholesta-1,3,5(10)-triene substituted by a hydroxy group at position 3. It is isolated from Hainan soft coral Dendronephthya studeri. It has a role as a coral metabolite.